CN(C(COC=1C(N(C2=CC=C(C=C2C1)[N+](=O)[O-])C)=O)=O)C N,N-dimethyl-2-[(1-methyl-6-nitro-2-oxo-3-quinolyl)oxy]acetamide